O=S1(CC(C=C1)NC(=O)C=1C(NC(=CC1)C#CC)=O)=O N-(1,1-dioxido-2,3-dihydrothiophen-3-yl)-2-oxo-6-(prop-1-yn-1-yl)-1,2-dihydropyridine-3-carboxamide